C(#N)C1=C(C=CC(=C1)C(F)(F)F)NC(C(C)(C)N1N=CC(=C1)C#CC1CN(C1)C=1C=C2C(N(C(C2=CC1)=O)C1C(NC(CC1)=O)=O)=O)=O N-(2-cyano-4-(trifluoromethyl)phenyl)-2-(4-((1-(2-(2,6-dioxopiperidin-3-yl)-1,3-dioxoisoindoline-5-yl)azetidin-3-yl)ethynyl)-1H-pyrazol-1-yl)-2-methylpropionamide